4-(aminomethyl)benzoic acid methyl ester hydrochloride Cl.COC(C1=CC=C(C=C1)CN)=O